1-fluoro-ethyl-titanium FC(C)[Ti]